2-(4-(2-((4-(Bis(2-hydroxydecyl)amino)butyl)disulfaneyl)ethyl)piperazin-1-yl)ethyl 4-(bis((Z)-2-hydroxyoctadec-9-en-1-yl)amino)butanoate OC(CN(CCCC(=O)OCCN1CCN(CC1)CCSSCCCCN(CC(CCCCCCCC)O)CC(CCCCCCCC)O)CC(CCCCCC\C=C/CCCCCCCC)O)CCCCCC\C=C/CCCCCCCC